4-methoxy-2(1H)-pyridone COC1=CC(NC=C1)=O